N-(1-(2-(2-methoxyethoxy)ethyl)-3-(pyridin-2-yl)-1H-pyrazol-4-yl)-5-(1H-pyrazol-4-yl)furan-2-carboxamide hydrochloride salt Cl.COCCOCCN1N=C(C(=C1)NC(=O)C=1OC(=CC1)C=1C=NNC1)C1=NC=CC=C1